C(C=C)(=O)N1CCN(CC1)C1=NC(N2C3=C(C(=C(C=C13)Cl)C1=C(C=CC=C1O)F)OCC2)=O (S)-7-(4-acryloylpiperazin-1-yl)-9-chloro-10-(2-fluoro-6-hydroxyphenyl)-2H-[1,4]oxazino[2,3,4-ij]quinazolin-5(3H)-one